CN(CCO)CCCCCC N-methyl-N-hexyl-ethanolamine